CC1(CC1)CC1=NC=C(C(=N1)OC1=CC=CC=C1)C(=O)N[C@@H](C)\C=C\S(=O)(=O)C (S,E)-2-((1-methylcyclopropyl)methyl)-N-(4-(methylsulfonyl)but-3-en-2-yl)-4-phenoxypyrimidine-5-carboxamide